Ethyl (S)-3-((tert-butoxycarbonyl)amino)-3-(5-cyclopropyl-4'-fluoro-2'-(hex-5-en-1-yl)-6'-methyl-[1,1'-biphenyl]-3-yl)propanoate C(C)(C)(C)OC(=O)N[C@@H](CC(=O)OCC)C=1C=C(C=C(C1)C1CC1)C1=C(C=C(C=C1C)F)CCCCC=C